COC=1C=C(C=CC1OC)C1=CC=NC=2N1N=C(C2)C(=O)NC2=CC=C(C(=O)N[C@@H](CC(C)C)C(=O)O)C=C2 (4-(7-(3,4-dimethoxy-phenyl)pyrazolo[1,5-a]pyrimidine-2-carboxamido)benzoyl)-L-leucine